N1C(=NC=C1)C=1C=C2C(=CNC2=CC1)C(C)C 5-(1H-imidazol-2-yl)-3-isopropyl-1H-indole